C(C1=CC=CC=C1)S(=O)C1=NC=CC=C1 benzyl-sulfinyl-pyridine